α-(4-carbomethoxy-2-n-propylphenoxy)-3,4-methylenedioxyphenylacetate C(=O)(OC)C1=CC(=C(OC(C(=O)[O-])C2=CC3=C(C=C2)OCO3)C=C1)CCC